(4-(2-(methyl-d3)phenyl)-2-oxo-2H-pyrano[2,3-b]pyridin-7-yl)-L-proline C(C1=C(C=CC=C1)C1=CC(OC2=NC(=CC=C21)N2[C@@H](CCC2)C(=O)O)=O)([2H])([2H])[2H]